[3-(tert-Butoxycarbonylamino)cyclobutoxy]Methanesulfonic acid propyl ester C(CC)OS(=O)(=O)COC1CC(C1)NC(=O)OC(C)(C)C